NCCO[C@H]1CN(CC1)C(=O)OC(C)(C)C tert-butyl (3R)-3-(2-aminoethoxy)pyrrolidine-1-carboxylate